5-(N-(2-(5-chlorothiophen-2-yl)ethyl)sulfamoyl)-3-methylbenzofuran-2-carboxylate ClC1=CC=C(S1)CCNS(=O)(=O)C=1C=CC2=C(C(=C(O2)C(=O)[O-])C)C1